[K+].C(C1=CC=C(C(=O)[O-])C=C1)(=O)[O-].[K+] terephthalic acid potassium salt